10-(methacryloyloxymethyl)-9,10-dihydro-9-oxa-10-phosphaphenanthrene-10-oxide C(C(=C)C)(=O)OCP1(OC2=CC=CC=C2C=2C=CC=CC12)=O